2-(3-bromo-5-iodo-1H-pyrazol-1-yl)-3-chloropyridine BrC1=NN(C(=C1)I)C1=NC=CC=C1Cl